C(CCC=CCC=CCC=CCC=CCC=CCC=CCC)(=O)[O-] docosa-4,7,10,13,16,19-hexaenoate